O=C1NC(CCC1N1C(C2=CC=C(C=C2C1)CN(C1CCN(CC1)C1=CC=C2CN(C(C2=C1)=O)C(C(=O)NC=1SC=CN1)C1=C(C=CC(=C1)F)O)C)=O)=O 2-(6-(4-(((2-(2,6-dioxopiperidin-3-yl)-1-oxoisoindolin-5-yl)methyl)(methyl)amino)piperidin-1-yl)-1-oxoisoindolin-2-yl)-2-(5-fluoro-2-hydroxyphenyl)-N-(thiazol-2-yl)acetamide